C(C)(C)(C)[Si](OC1=C(N)C=C(C=C1)C=1N=NNN1)(C)C 2-[tert-butyl-(dimethyl)silyl]oxy-5-(2H-tetrazol-5-yl)aniline